[1]-benzazepine N1C=CC=CC2=C1C=CC=C2